4-[4-(4,4,5,5-tetramethyl-1,3,2-dioxaborolan-2-yl)phenyl]-1-(2,2,2-trifluoro-1-methyl-ethyl)piperidine CC1(OB(OC1(C)C)C1=CC=C(C=C1)C1CCN(CC1)C(C(F)(F)F)C)C